OC(C(C(=O)OC)OC)C1=CC=C(C2=C1SC=C2)OC(CC=2N=C(OC2C)C2=C(C(=C(C(=C2[2H])[2H])[2H])[2H])[2H])([2H])[2H] methyl 3-hydroxy-2-methoxy-3-(4-(2-(5-methyl-2-(phenyl-d5)oxazol-4-yl)ethoxy-1,1-d2)benzo[b]thiophen-7-yl)propanoate